tert-butyl 4-((S)-4-((S)-2-((((3-chlorobenzyl)oxy)carbonyl)amino)-3-cyclohexylpropanamido)-5-methoxy-5-oxopentanoyl)-2-phenylpiperazine-1-carboxylate ClC=1C=C(COC(=O)N[C@H](C(=O)N[C@@H](CCC(=O)N2CC(N(CC2)C(=O)OC(C)(C)C)C2=CC=CC=C2)C(=O)OC)CC2CCCCC2)C=CC1